2-acrylamido-4-(3,3-difluoropyrrolidin-1-yl)-N-(3-(3,5-dimethoxyphenethyl)-1H-pyrazol-5-yl)benzamide C(C=C)(=O)NC1=C(C(=O)NC2=CC(=NN2)CCC2=CC(=CC(=C2)OC)OC)C=CC(=C1)N1CC(CC1)(F)F